4-CHLORO-3-HYDROXYBENZALDEHYDE ClC1=C(C=C(C=O)C=C1)O